CC=1OCCC1C1=CC(=C2CN(C(C2=C1)=O)C1=CC(=CC=C1)C1(COC1)CC1=NN=CN1C)C(F)(F)F 6-(2-methyl-4,5-dihydrofuran-3-yl)-2-(3-(3-((4-methyl-4H-1,2,4-triazol-3-yl)methyl)oxetan-3-yl)phenyl)-4-(trifluoromethyl)isoindolin-1-one